ethyl 2-amino-4-bromo-3-fluoro-5-(trifluoromethoxy)benzoate NC1=C(C(=O)OCC)C=C(C(=C1F)Br)OC(F)(F)F